6-chloro-5-hydroxy-2-methyl-4-(2-methyl-1-naphthyl)-3(2H)-pyridazinone morpholinium salt [NH2+]1CCOCC1.ClC=1C(=C(C(N(N1)C)=O)C1=C(C=CC2=CC=CC=C12)C)O